BrC1=NN=C(S1)N1CCC(CC1)C(=O)NC 1-(5-bromo-1,3,4-thiadiazol-2-yl)-N-methylpiperidine-4-carboxamide